ClC1=C(N(C=C1)C)C1=NN=C(S1)NC(=O)C1=CC(=C(C(O1)=O)OCCOC)NC=1C=NC=CC1 N-(5-(3-chloro-1-methyl-1H-pyrrol-2-yl)-1,3,4-thiadiazol-2-yl)-3-(2-methoxyethoxy)-2-oxo-4-(pyridin-3-ylamino)-2H-pyran-6-carboxamide